FC1=C(C(=CC2=C1C[C@@H](CS2)NCCC(CC)C)O)N2CC(NS2(=O)=O)=O 5-{(3S)-5-fluoro-7-hydroxy-3-[(3-methylpentyl)amino]-3,4-dihydro-2H-1-benzothiopyran-6-yl}-1λ6,2,5-thiadiazolidine-1,1,3-trione